tert-Butyl N-[(12S)-6-hydroxy-6-(oxan-4-yl)-18-(trifluoromethyl)-22-oxa-3,4,16,21-tetraazatetracyclo[15.3.1.12,5.012,16]docosa-1(20),2,4,9,17(21),18-hexaen-20-yl]carbamate OC1(C2=NN=C(C3=C(C=C(C(N4CCC[C@H]4CC=CCC1)=N3)C(F)(F)F)NC(OC(C)(C)C)=O)O2)C2CCOCC2